ClC(CCOC1=CC=C(C=C1)O)Cl 4-(3,3-dichloropropyloxy)phenol